C1(CC1)C1=C(C(=NC=C1)OC)C=1N=CC2=C(N1)C(=NN2)CC2=CC=C(C=C2)C=2N(C=C(N2)C(F)(F)F)C 5-(4-cyclopropyl-2-methoxy-3-pyridyl)-3-[[4-[1-methyl-4-(trifluoromethyl)imidazol-2-yl]phenyl]methyl]-1H-pyrazolo[4,3-d]pyrimidine